n-Hexyl N5-(2-(1-benzylpiperidin-4-yl)ethyl)-N2-(2-(3-methylisoxazol-5-yl)acetyl)-L-glutaminate C(C1=CC=CC=C1)N1CCC(CC1)CCNC(CC[C@H](NC(CC1=CC(=NO1)C)=O)C(=O)OCCCCCC)=O